(R)-1-(1-acetylpiperidin-3-yl)-3-((5-chloro-6-(thiazol-5-ylmethoxy)-1H-indol-2-yl)methyl)-1-methylurea C(C)(=O)N1C[C@@H](CCC1)N(C(=O)NCC=1NC2=CC(=C(C=C2C1)Cl)OCC1=CN=CS1)C